CCCCCCCC/C=C\\CCCCCCCC(=O)OC[C@H](COP(=O)([O-])OP(=O)([O-])OC[C@@H]1[C@H]([C@H]([C@@H](O1)N2C=CC(=NC2=O)N)O)O)OC(=O)CCCCCCC/C=C\\CCCCCCCC The molecule is a CDP-diacylglycerol(2-) obtained by deprotonation of the diphosphate OH groups of CDP-1,2-dioleoyl-sn-glycerol; major species at pH 7.3. It is a conjugate base of a CDP-1,2-dioleoyl-sn-glycerol.